(2-((1S,4S)-2,5-diazabicyclo[2.2.1]hept-2-yl)-4-((S)-2-(methoxymethyl)azetidin-1-yl)phenyl)-2-(2-fluoro-6-methoxyphenyl)pyrimidine-4-carboxamide [C@@H]12N(C[C@@H](NC1)C2)C2=C(C=CC(=C2)N2[C@@H](CC2)COC)C=2C(=NC(=NC2)C2=C(C=CC=C2OC)F)C(=O)N